CC1=CN=C(S1)NC1=CC(=CC(=N1)C=1C=C(C=CC1)NC(OC(C)(C)C)=O)CN1CCOCC1 t-butyl (3-(6-((5-methylthiazol-2-yl)amino)-4-(morpholinomethyl) pyridin-2-yl)phenyl)carbamate